O=C1NC(CCC1N1C(C2=CC=CC(=C2C1=O)NCC=1C=NN(C1)C1CCN(CC1)C(CN1CCOCC1)=O)=O)=O 2-(2,6-dioxopiperidin-3-yl)-4-(((1-(1-(2-morpholinoacetyl)piperidin-4-yl)-1H-pyrazol-4-yl)methyl)amino)isoindoline-1,3-dione